Boc-L-alanin C(=O)(OC(C)(C)C)N[C@@H](C)C(=O)O